NC1=CC=C(C=C1)CCN1[C@H](O[C@@H](C1)C)C=1C(=NN(C1)C1=CC=C(C=C1)Br)C1=NC=C(C=C1)Cl (2R,5R)-3-(4-aminophenylethyl)-2-(1-(4-bromophenyl)-3-(5-chloropyridin-2-yl)-1H-pyrazol-4-yl)-5-methyloxazolidine